CN1C(=C(C(C(=C1C)OC)=S)O)CCCCC 1,6-dimethyl-3-hydroxy-5-methoxy-2-pentyl-1,4-dihydropyridine-4-thion